rac-rel-(3R,5R)-1-methyl-5-(5-(piperidin-1-ylmethyl)-5,6-dihydro-1,4,2-dioxazin-3-yl)piperidin-3-ol CN1C[C@@H](C[C@H](C1)C1=NOC[C@H](O1)CN1CCCCC1)O |o1:3,5,&1:11|